1-(3-aminopropyl)-N3-(3-((3-aminopropyl)amino)propyl)-1,3-propanediamine NCCCC(CCNCCCNCCCN)N